COC(C(C)OC1=CC(=C(C=C1)C1=NC(=NC(=N1)C1=C(C=C(C=C1)C)C)C1=C(C=C(C=C1)C)C)O)=O.C(C1=CC=CC=C1)OC=1C=CC2=C(C(=C(O2)C)C(=O)NC2CNCCC2)C1 5-(benzyloxy)-2-methyl-N-(piperidin-3-yl)benzofuran-3-carboxamide methyl-2-[4-[4,6-bis(2,4-dimethylphenyl)-1,3,5-triazin-2-yl]-3-hydroxy-phenoxy]propanoate